(S)-2-((3S,4r)-4-fluoro-3-(6-oxo-1,6-dihydropyridin-3-yl)piperidin-1-yl)-N-(5-fluoropyridin-2-yl)propionamide F[C@H]1[C@H](CN(CC1)[C@H](C(=O)NC1=NC=C(C=C1)F)C)C1=CNC(C=C1)=O